N-(4-Ethoxyphenyl)-N1-(4-ethylphenyl)-6-pyrrolidin-1-yl-[1,3,5]triazine-2,4-diamine hydrochloride Cl.C(C)OC1=CC=C(C=C1)NC1N(C(=NC(=N1)N)N1CCCC1)C1=CC=C(C=C1)CC